ClC1=C(C=CC=C1Cl)C=1C2=C(N=NC1)C(C(=CN2)C(=O)O)=O 4-(2,3-dichlorophenyl)-8-oxo-5,8-dihydropyrido[3,2-c]pyridazine-7-carboxylic acid